(E)-4-(2-(1-(4-fluorobenzoyl)-3-methyl-5-oxo-1,5-dihydro-4H-pyrazol-4-ylidene)hydrazinyl)-N-(pyrimidin-2-yl)benzenesulfonamide FC1=CC=C(C(=O)N2N=C(/C(/C2=O)=N\NC2=CC=C(C=C2)S(=O)(=O)NC2=NC=CC=N2)C)C=C1